C(\C=C/C(=O)O)(=O)O.C(\C=C/C(=O)O)(=O)O maleic acid (cis-butenedioic acid) salt